CC1(C)CCC=C(C)C1\C=C\C(\C)=C\C=C\C(\C)=C\C=C\C=C(/C)\C=C\C=C(/C)\C=C\C1C(C)=CCCC1(C)C Epsilon-Carotene